[4-[5-amino-6-[(1R,4R)-2-oxa-5-azabicyclo[2.2.1]heptan-5-yl]indazol-2-yl]cyclohexyl]methanol NC1=CC2=CN(N=C2C=C1N1[C@H]2CO[C@@H](C1)C2)C2CCC(CC2)CO